(S)-4-(2-((4-(3-((2-(1-hydroxyethyl)-1H-imidazol-1-yl)methyl)isoxazol-5-yl)phenyl)ethynyl)-7-azaspiro[3.5]non-7-yl)butanoic acid ethyl ester C(C)OC(CCCN1CCC2(CC(C2)C#CC2=CC=C(C=C2)C2=CC(=NO2)CN2C(=NC=C2)[C@H](C)O)CC1)=O